5-(3-((cyclobutylmethyl)amino)piperidin-1-yl)-2-((4-(6-methoxy-1H-indazol-4-yl)-1H-1,2,3-triazol-1-yl)methyl)pyridazin-3(2H)-one C1(CCC1)CNC1CN(CCC1)C1=CC(N(N=C1)CN1N=NC(=C1)C1=C2C=NNC2=CC(=C1)OC)=O